ClC1=NN=C(C2=CC=CC=C12)C1=C(C=C(C=C1)C(F)(F)F)OCOC 1-chloro-4-[2-(methoxymethoxy)-4-(trifluoromethyl)phenyl]phthalazine